C(C=C)N1C(C2=C(C(=C1)C=1C=C(C(=O)N(C)C)C=CC1)C=CN2)=O 3-(6-allyl-7-oxo-1H-pyrrolo[2,3-c]pyridin-4-yl)-N,N-dimethylbenzamide